CC=1C(=C(C=CC1)OC(N)=O)C carbamic acid (dimethylphenyl) ester